C(C)(=O)OCC(C)(C1=CC(=CC=C1)I)C1=CN=C(N1)C1=C(C=CC(=C1)OC=1C(=C2C=CNC2=CC1F)SC)F 2-(2-(2-Fluoro-5-((6-fluoro-4-(methylthio)-1H-indol-5-yl)oxy)phenyl)-1H-imidazol-5-yl)-2-(3-iodophenyl)propyl acetate